N-{1-[5-(2,3-dihydro-1-benzofuran-5-yl)thiophen-2-yl]ethyl}-6,7-dimethoxy-2-methylquinazolin-4-amine O1CCC2=C1C=CC(=C2)C2=CC=C(S2)C(C)NC2=NC(=NC1=CC(=C(C=C21)OC)OC)C